NC1=NN2C(N=C(C=C2)C=2C=C3CN(C(C3=C(C2)C)=O)[C@@H](C)C2CC2)=C1C(=O)N[C@@H]1C[C@H](C1)C(C)(C)O 2-amino-5-{2-[(1S)-1-cyclopropylethyl]-7-methyl-1-oxo-2,3-dihydro-1H-isoindol-5-yl}-N-[trans-3-(2-hydroxyprop-2-yl)cyclobutyl]pyrazolo[1,5-a]pyrimidine-3-carboxamide